FC=1C=C(C=C(C1OC=1C=C2C(=CC(=NC2=CC1)C1=CC=CC=C1)C)F)N1N=C(C(NC1=O)=O)C#N 3,5-Difluoro-4-((4-methyl-2-phenylquinolin-6-yl)oxy)phenyl-3,5-dioxo-2,3,4,5-tetrahydro-1,2,4-triazine-6-carbonitrile